2,4,6-tris(perfluoroisopropyl)-1,3,5-triazine FC(C(F)(F)F)(C(F)(F)F)C1=NC(=NC(=N1)C(C(F)(F)F)(C(F)(F)F)F)C(C(F)(F)F)(C(F)(F)F)F